7-Bromo-6-methyl-quinoxalin-2-ol BrC1=C(C=C2N=CC(=NC2=C1)O)C